OC=1C=C(C=CC1)C1=CC=CC=C1 3-hydroxy-[1,1'-biphenyl]